N1N=CC(=C1)C=1C=C(C=CC1)NC=1N=NC(=CC1)N1CCC(CC1)N N-(3-(1H-pyrazol-4-yl)phenyl)-6-(4-aminopiperidin-1-yl)-pyridazin-3-amine